CC(C(=O)O)C=O 2-methyl-oxopropanoic acid